FC1(CCN(CC1)C1=NC(=CC(=N1)C=1SC(=NN1)C1=C(C=C(C=C1)I)N1CCC2(CC2)CC1)C)F 2-(2-(4,4-difluoropiperidin-1-yl)-6-methylpyrimidin-4-yl)-5-(4-iodo-2-(6-azaspiro[2.5]oct-6-yl)phenyl)-1,3,4-thiadiazole